Tert-butyl 3-((2,7-dichloro-8-fluoropyrido[4,3-d]pyrimidin-4-yl)(methyl)amino)-2-methylpyrrolidine-1-carboxylate ClC=1N=C(C2=C(N1)C(=C(N=C2)Cl)F)N(C2C(N(CC2)C(=O)OC(C)(C)C)C)C